[Sb].[Ga] gallium stibium